C(C)(C)(C)C1=CC=C(C=C1)NC1=CC=C(C=C1)C(C)(C)C di(4-tert-butylphenyl)amine